CC1=C(C=C(C=C1)CCC(=O)O)C(F)(F)F 3-(4-methyl-3-(trifluoromethyl)phenyl)propanoic acid